2-(1-methyl-1H-indazole-5-carboxamido)-9-(1,2,3,4-tetrahydro-1,8-naphthyridin-2-yl)nonanoic acid CN1N=CC2=CC(=CC=C12)C(=O)NC(C(=O)O)CCCCCCCC1NC2=NC=CC=C2CC1